C(C)(=O)N1CCN(CC1)CC1=C(C=C(C=C1)NC(=O)NC=1SC(=CN1)C1=NC(=NC=C1)NC)C(F)(F)F 1-(4-((4-Acetylpiperazin-1-yl)methyl)-3-(trifluoromethyl)phenyl)-3-(5-(2-(methylamino)pyrimidin-4-yl)thiazol-2-yl)urea